CCSCC[C@@H]([C@@H](C(=O)N[C@@H](C)C1=CC=CC2=CC=CC=C21)O)N (2s,3r)-3-amino-2-hydroxy-5-(ethylsulfanyl)pentanoyl-((s)-(-)-(1-naphthyl)ethyl)amide